C(CCCCCCC)SP(O)(O)(CCCCCCCC)CCCCCCCC.P(OCCCCCCCC)(OCCCCCCCC)(OCCCCCCCC)=S trioctyl phosphorothioate (trioctylthiophosphite)